(E)-N-(2-(3-(hydroxyamino)-3-oxoprop-1-en-1-yl)pyridin-3-yl)-3-(trifluoromethyl)benzamide ONC(/C=C/C1=NC=CC=C1NC(C1=CC(=CC=C1)C(F)(F)F)=O)=O